BrC(C)C=1C=C(C=C2C(C=C(OC12)N1CCC(CC1)(C)C)=O)F 8-(1-bromoethyl)-2-(4,4-dimethyl-1-piperidyl)-6-fluoro-chromen-4-one